ClC1=CC=C(C=C1)[C@H](CC1=NOC(=N1)CN1C(NC(=CC1=O)C(=O)OC)=O)O methyl 1-({3-[(2S)-2-(4-chlorophenyl)-2-hydroxyethyl]-1,2,4-oxadiazol-5-yl}methyl)-2,6-dioxo-3H-pyrimidine-4-carboxylate